CN1CCN(CC1)C1=CC=C(C=C1)C1=NCC(CC1)C 1-Methyl-4-(4-(5-methyl-3,4,5,6-tetrahydropyridin-2-yl)phenyl)piperazine